2-(13-chloro-12-fluoro-1,2,3,5,6,7-hexahydrochromeno[2,3-f]pyrido[3,2,1-ij]quinolin-4-ium-9-yl)-5-sulfobenzenesulfonate ClC=1C(=CC=C2C(=C3C(=C4CCC[N+]5=C4C(=C3)CCC5)OC12)C1=C(C=C(C=C1)S(=O)(=O)O)S(=O)(=O)[O-])F